4-methylbenzenesulfonamide hydrochloride Cl.CC1=CC=C(C=C1)S(=O)(=O)N